2-((2S,6S)-4-(6-(8-chloronaphthalen-1-yl)-3-(((S)-1-methylpyrrolidin-2-yl)methoxy)pyrazolo[1,5-c]pyrimido[5,4-e]pyrimidin-1-yl)-1-(2-fluoroacryloyl)-6-methylpiperazin-2-yl)acetonitrile ClC=1C=CC=C2C=CC=C(C12)C1=NC2=C(C=3N1N=CC3)C(=NC(=N2)OC[C@H]2N(CCC2)C)N2C[C@@H](N([C@H](C2)C)C(C(=C)F)=O)CC#N